N1[13C](=O)NC(=O)C(C)C1 dihydrothymine-13C